5-(3-hydroxy-2,6-dimethylphenyl)-2-(2-methylpyrimidin-5-yl)-3-(trifluoromethyl)-1H-pyrrolo[2,3-b]pyridine-4-carbonitrile OC=1C(=C(C(=CC1)C)C1=C(C2=C(N=C1)NC(=C2C(F)(F)F)C=2C=NC(=NC2)C)C#N)C